2-(((1R)-1-(2-cyano-7-methyl-3-(2-methyl-4-phenylpiperazin-1-yl)quinoxalin-5-yl)ethyl)amino)benzoic acid C(#N)C1=NC2=CC(=CC(=C2N=C1N1C(CN(CC1)C1=CC=CC=C1)C)[C@@H](C)NC1=C(C(=O)O)C=CC=C1)C